N-methyl-N-((1s,3s)-3-methyl-3-((6-(1-methyl-1H-pyrazol-4-yl)pyrazolo[1,5-a]pyrazin-4-yl)oxy)cyclobutyl)acrylamide maleate salt C(\C=C/C(=O)O)(=O)O.CN(C(C=C)=O)C1CC(C1)(OC=1C=2N(C=C(N1)C=1C=NN(C1)C)N=CC2)C